2-(3-(2,6-dimethylphenoxy)-4-(6-methyl-7-oxo-6,7-dihydro-1H-pyrrolo[2,3-c]pyridin-4-yl)-2-oxopyridin-1(2H)-yl)-N,N-dimethylacetamide CC1=C(OC=2C(N(C=CC2C=2C3=C(C(N(C2)C)=O)NC=C3)CC(=O)N(C)C)=O)C(=CC=C1)C